ClC1=C(C=C(C=C1CO)Cl)S(=O)(=O)NC1=C(C(=C(C=C1)F)C=1C=C2C=NC(=NC2=CC1)NC1CCC(CC1)O)F 2,5-dichloro-N-[2,4-difluoro-3-(2-{[(1r,4r)-4-hydroxycyclohexyl]amino}quinazolin-6-yl)phenyl]-3-(hydroxymethyl)benzene-1-sulfonamide